N,N-dimethyl-6-(tributylstannyl)pyrazin-2-amine CN(C1=NC(=CN=C1)[Sn](CCCC)(CCCC)CCCC)C